2-(2H-benzotriazol-2-yl)p-cresol N=1N(N=C2C1C=CC=C2)C2=CC(=CC=C2O)C